N1=CC=C(C=C1)[C@H](C)N1C=NC(=C1)C=O {1-[(1S)-1-(4-pyridinyl)ethyl]-1H-imidazol-4-yl}methanone